tert-butyl (2-(((2-cyclopropyl-1-oxo-1,2,3,4-tetrahydroisoquinolin-6-yl)oxy)methyl)-3-fluoroallyl)carbamate C1(CC1)N1C(C2=CC=C(C=C2CC1)OCC(CNC(OC(C)(C)C)=O)=CF)=O